(S)-2-((3'-ethoxy-4'-(7-oxo-6,7-dihydro-3H-[1,2,3]triazolo[4,5-d]pyrimidin-5-yl)-[1,1'-biphenyl]-3-yl)methyl)butanoic acid C(C)OC=1C=C(C=CC1C=1NC(C2=C(N1)NN=N2)=O)C2=CC(=CC=C2)C[C@@H](C(=O)O)CC